CN1N=C(C=C1)C1=NC(=CC=C1N)OCCC(F)(F)F 2-(1-methyl-1H-pyrazol-3-yl)-6-(3,3,3-trifluoropropoxy)pyridin-3-amine